N1=CC=C(C=C1)CCN1CCN(CC1)C(=O)NC1=CC=C(C=C1)OCC1=CC=C(C=C1)C(F)(F)F 4-(2-(Pyridin-4-yl)ethyl)-N-(4-((4-(trifluoromethyl)benzyl)oxy)phenyl)piperazine-1-carboxamide